ClC1=C2CN(CC2=CC(=C1OCC(=C)CCl)OC)C(CCC(=O)OCC)=O ethyl 4-(4-chloro-5-((2-(chloromethyl) allyl) oxy)-6-methoxyisoindolin-2-yl)-4-oxobutanoate